5-((2-((2,4-dimethoxybenzyl)amino)-3-fluoropyridin-4-yl)methyl)-3,4-difluoro-2-((2-fluoro-4-methoxyphenyl)amino)benzene COC1=C(CNC2=NC=CC(=C2F)CC=2C(=C(C(=CC2)NC2=C(C=C(C=C2)OC)F)F)F)C=CC(=C1)OC